ethyl 7-(2,2-dimethylpropyl)-5-fluoro-indole-1,2-dicarboxylate CC(CC=1C=C(C=C2C=C(N(C12)C(=O)OCC)C(=O)[O-])F)(C)C